2-((3-bromo-2-chlorophenyl)thio)-1,5-dimethyl-4,5,6,7-tetrahydro-1H-imidazo[4,5-c]pyridine BrC=1C(=C(C=CC1)SC=1N(C2=C(CN(CC2)C)N1)C)Cl